C(C)OC(=O)CNCCC[Si](OCC)(OCC)OCC N-ethoxycarbonylmethyl-3-aminopropyltriethoxysilane